2-(4-isopropyl-5-(8-methoxy-[1,2,4]triazolo[1,5-a]pyridin-6-yl)-1H-pyrazol-3-yl)-5-(4-propylpiperazin-1-yl)thiazole C(C)(C)C=1C(=NNC1C=1C=C(C=2N(C1)N=CN2)OC)C=2SC(=CN2)N2CCN(CC2)CCC